1-bromo-3-fluoro-4-iodo-2-(trifluoromethyl)benzene BrC1=C(C(=C(C=C1)I)F)C(F)(F)F